ClC(CCC1=C(C=CC=C1)CC(=O)[O-])=O.C(=O)[O-].C(C)(=O)OC1=C(C=CC=C1)CCC(=O)OC(C)[N+]1(CCC=C(C1)C1=NSN=C1OCCCCCC)C.C(C)(=O)OC1=C(C=CC=C1)CCC(=O)OC(C)[N+]1(CCC=C(C1)C1=NSN=C1OCCCCCC)C 1-(1-((3-(2-acetoxyphenyl)propanoyl)oxy)ethyl)-5-(4-(hexyloxy)-1,2,5-thiadiazol-3-yl)-1-methyl-1,2,3,6-tetrahydropyridin-1-ium formate 2-(3-Chloro-3-oxopropyl)phenyl-acetate